CN1C=NC=C1C(=O)ON=CC1=CC=C(C=C1)C(C)C 4-Isopropylbenzaldehyde-O-(1-methyl-1H-imidazole-5-carbonyl) oxime